(2R,5S)-tert-butyl 2,5-dimethylpiperazin-1-formate C[C@H]1N(C[C@@H](NC1)C)C(=O)OC(C)(C)C